ethyl 2-methyl-6H-thieno[2,3-b]pyrrole-5-carboxylate CC1=CC2=C(NC(=C2)C(=O)OCC)S1